Methyl 2-((5-(6-((4-cyano-2-fluorobenzyl)oxy)pyridin-2-yl)-2,5-diazabicyclo[4.1.0]heptan-2-yl)methyl)-1-((1-ethyl-1H-1,2,3-triazol-5-yl)methyl)-1H-benzo[d]imidazole-6-carboxylate C(#N)C1=CC(=C(COC2=CC=CC(=N2)N2CCN(C3CC23)CC2=NC3=C(N2CC2=CN=NN2CC)C=C(C=C3)C(=O)OC)C=C1)F